FC=1C=C2C(=C(/C(/C2=CC1)=C/C1=CC=C(C=C1)N1C=CC2=CC=CC=C12)C)CC(=O)O 2-[(1Z)-5-fluoro-1-{[4-(1H-indol-1-yl)phenyl]methylidene}-2-methyl-1H-inden-3-yl]acetic acid